CC1=NC=2C(=NC(=CN2)NC2=NNC(=C2)C)N1C1CC2CCC(C1)N2CCC#N 3-((3-exo)-3-(2-methyl-6-((5-methyl-1H-pyrazol-3-yl)amino)-1H-imidazo[4,5-b]pyrazin-1-yl)-8-azabicyclo[3.2.1]octan-8-yl)propionitrile